C(CC)OC([C@H](C)NP1(OC[C@H]2[C@H](O1)[C@H]([C@H](O2)N2C(NC(C(=C2)C)=O)=O)F)=O)OCCC 1-((4aS,6S,7R,7aS)-2-(((S)-1,1-Dipropoxypropan-2-yl)amino)-7-fluoro-2-oxidotetrahydro-4H-furo[3,2-d][1,3,2]dioxaphosphinin-6-yl)-5-methylpyrimidine-2,4(1H,3H)-dione